C(C)(C)(C)OC(=O)N1OCCC1C=1C=NC(=CC1)C 3-(6-methylpyridin-3-yl)-1,2-oxazolidine-2-carboxylic acid tert-butyl ester